tert-butyl (S)-(1-(3-fluorophenyl)hexan-2-yl)carbamate FC=1C=C(C=CC1)C[C@H](CCCC)NC(OC(C)(C)C)=O